C1CN(CCN1CCCN2C(=O)N(C(=O)N2)CCOC3=CC=CC=C3)C4=CC(=CC=C4)Cl triazoledione